N1(N=CC=C1)C1=CC=C(CC=2C=C3C(=NC2)CNC3=O)C=C1 3-(4-pyrazol-1-yl-benzyl)-6,7-dihydro-pyrrolo[3,4-b]pyridin-5-one